FC(S(=O)(=O)OC1=CC=C(C=C1)C=1C=2N(C=C(C1)C1=CC=C(C=C1)N1CCN(CC1)C)N=CC2C#N)(F)F 4-(3-cyano-6-(4-(4-methylpiperazin-1-yl)phenyl)pyrazolo[1,5-a]pyridin-4-yl)phenyl trifluoromethanesulfonate